OC1=C(C=CC(=C1)O)/C=C/C(=O)NCCCNC(C1=C(C=CC=C1)OC)=O (E)-N-[3-(3-(2,4-dihydroxyphenyl)acrylamido)propyl]-2-methoxybenzamide